C(C)OC(CSCC(CCCC(N1N=C(C=C1)C1=C(C=CC(=C1)OC=1C(=C2C=CN(C2=CC1F)S(=O)(=O)C1=CC=C(C)C=C1)C=C)F)C=1C=C(C=CC1)CCC(=O)OCC)(C)C)=O ethyl 3-(3-(6-((2-ethoxy-2-oxoethyl)thio)-1-(3-(2-fluoro-5-((6-fluoro-1-tosyl-4-vinyl-1H-indol-5-yl)oxy)phenyl)-1H-pyrazol-1-yl)-5,5-dimethylhexyl)phenyl)propanoate